(R)-(6-(4-(2-isobutoxyphenyl)piperidin-1-yl)-2-azaspiro[3.4]octan-2-yl)(oxetan-3-yl)methanone C(C(C)C)OC1=C(C=CC=C1)C1CCN(CC1)[C@H]1CC2(CN(C2)C(=O)C2COC2)CC1